N1CC(C1)C=1C=CC(=NC1)N1CC2(C(C2)(F)F)CC1 5-[5-(Azetidin-3-yl)-2-pyridyl]-2,2-difluoro-5-azaspiro[2.4]heptane